C(#C)C1CCCO1 5-ethynyltetrahydrofuran